C(C=C)(=O)N1[C@H](C[C@@H](C1)N1N=C(C=2C1=NC=NC2N)C#CC2=CC1=C(N(C(=N1)C)CC)C=C2)CC#N 2-((2R,4S)-1-propenoyl-4-(4-amino-3-((1-ethyl-2-methyl-1H-benzo[d]imidazol-5-yl)ethynyl)-1H-pyrazolo[3,4-d]pyrimidin-1-yl)pyrrolidin-2-yl)acetonitrile